1-[methyl-d3]-3,3-dimethyl-2-indolinone C(N1C(C(C2=CC=CC=C12)(C)C)=O)([2H])([2H])[2H]